C(C=C)C1=C(N(C2=CC=CC=C12)C)C(C(=O)OCC)CC1=CC=CC=C1 ethyl 2-(3-allyl-1-methyl-1H-indol-2-yl)-3-phenylpropionate